ClC=1C=C(C=CC1F)NC(N(CCCO)C(C)C1=CNC(C2=CC(=C(C=C12)F)F)=O)=O 3-(3-Chloro-4-fluorophenyl)-1-(1-(6,7-difluoro-1-oxo-1,2-dihydroisoquinolin-4-yl)ethyl)-1-(3-hydroxypropyl)urea